C(#N)C1=C(N=C(S1)N(C=1C(=NN2C1C=C(C(=C2)F)N2CCN(CC2)CC(=O)OCC)CC)C)C2=CC=C(C=C2)F ethyl 2-(4-(3-((5-cyano-4-(4-fluorophenyl)thiazol-2-yl)(methyl)amino)-2-ethyl-6-fluoropyrazolo[1,5-a]pyridin-5-yl)piperazin-1-yl)acetate